tert-butyl N-[8-[5-(1-cyano-1-methyl-ethyl)-1,3,4-oxadiazol-2-yl]-5,5,7-trifluoro-2-oxo-1-[[4-[4-(trifluoromethoxy)pyrazol-1-yl]phenyl]methyl]-3,4-dihydro-1-benzazepin-3-yl]carbamate C(#N)C(C)(C)C1=NN=C(O1)C1=CC2=C(C(CC(C(N2CC2=CC=C(C=C2)N2N=CC(=C2)OC(F)(F)F)=O)NC(OC(C)(C)C)=O)(F)F)C=C1F